COC1=NC=C(C=C1C(=O)N)NC(C(=O)N1[C@@H](CC[C@H](C1)C)C=1C=CC2=C(N=C(S2)C(F)(F)F)C1)=O |o1:16,19| rel-2-methoxy-5-[[2-[(2S,5R)-5-methyl-2-[2-(trifluoromethyl)-1,3-benzothiazol-5-yl]-1-piperidyl]-2-oxo-acetyl]amino]pyridine-3-carboxamide